sodium bis(4-tert-butylphenyl) phosphate P(=O)(OC1=CC=C(C=C1)C(C)(C)C)(OC1=CC=C(C=C1)C(C)(C)C)[O-].[Na+]